4-({5-[4-(trifluoromethoxy)benzyl]thiophen-2-yl}methyl)-2,4-dihydro-3H-1,2,4-triazol-3-one FC(OC1=CC=C(CC2=CC=C(S2)CN2C(NN=C2)=O)C=C1)(F)F